[O-]S(=O)(=O)C(F)(F)F.[Sm+3].[O-]S(=O)(=O)C(F)(F)F.[O-]S(=O)(=O)C(F)(F)F Samarium (III) triflate